1-(6-Chloropyridazin-3-yl)-2,3,3a,4,5,6,7,7a-octahydropyrrolo[2,3-c]pyridine hydrochloride Cl.ClC1=CC=C(N=N1)N1CCC2C1CNCC2